tert-Butyl-(6R)-2-cyano-6-methyl-6,7-dihydro-4H-pyrazolo[1,5-a]pyrazine-5-carboxylate C(C)(C)(C)OC(=O)N1CC=2N(C[C@H]1C)N=C(C2)C#N